C(C)OC1=CC(=NC2=CC=C(C=C12)NC(=O)C1COC1)C1=CN=CS1 N-(4-ethoxy-2-(thiazol-5-yl)quinolin-6-yl)oxetane-3-carboxamide